C(=CCC)CC(C)(C)SC(=S)SCCCCCCCCCCCC 3-butenyl-2-(dodecylthiocarbonothioylthio)-2-methylpropane